BrC1=C2C(=NN(C2=C(C(=C1C(F)(F)F)C)F)C1OCCCC1)Cl 4-Bromo-3-chloro-7-fluoro-6-methyl-1-(tetrahydro-2H-pyran-2-yl)-5-(trifluoromethyl)-1H-indazole